NC=1C(=C(C=C2C=C(N=CC12)NC(=O)C1C(C1C=1C=NN(C1)C)CO)C=1C=NC=CC1C)F N-[8-amino-7-fluoro-6-(4-methylpyridin-3-yl)isoquinolin-3-yl]-2-(hydroxymethyl)-3-(1-methyl-1H-pyrazol-4-yl)cyclopropane-1-carboxamide